1-((2-(4,4-difluoropiperidin-1-yl)-6-methoxy-7-(3-(pyrrolidin-1-yl)propoxy)quinazolin-4-yl)amino)ethan-1-ol FC1(CCN(CC1)C1=NC2=CC(=C(C=C2C(=N1)NC(C)O)OC)OCCCN1CCCC1)F